COC1=CC=C(C=N1)C=1C=C2C(=NC=NC2=CC1)N[C@H](C(=O)N1CCN(CC1)C)C (S)-2-((6-(6-methoxypyridin-3-yl)quinazolin-4-yl)amino)-1-(4-methylpiperazin-1-yl)propan-1-one